ClC1=CNC=2N=CC=C(C21)C=O 3-CHLORO-1H-PYRROLO[2,3-B]PYRIDINE-4-CARBALDEHYDE